trans-tert-butyl (4-(4-(3-(2,6-dioxopiperidin-3-yl)-1-methyl-1H-indazol-6-yl)piperazin-1-yl)cyclohexyl)carbamate O=C1NC(CCC1C1=NN(C2=CC(=CC=C12)N1CCN(CC1)[C@@H]1CC[C@H](CC1)NC(OC(C)(C)C)=O)C)=O